Cl.Cl.COC(C1=C(C=C(C=C1)N1CC2(C1)CNC2)C#CCN)=O 2-(3-aminoprop-1-yn-1-yl)-4-(2,6-diazaspiro[3.3]hept-2-yl)benzoic acid methyl ester dihydrochloride